4-(4-Methyl-piperazin-1-yl)-but-2-ynoic acid [7-methoxy-4-(1-methyl-1H-pyrazol-4-yl)-1H-benzoimidazol-2-yl]-amide COC1=CC=C(C2=C1NC(=N2)NC(C#CCN2CCN(CC2)C)=O)C=2C=NN(C2)C